F[C@@H]1[C@@H](N(C[C@@H]1O)C([C@H](C(C)(SC(C1=CC=CC=C1)(C1=CC=CC=C1)C1=CC=CC=C1)C)NC(=O)C1(CC1)F)=O)C(=O)NCC1=CC=C(C=C1)C1=C(N=CS1)C (2s,3R,4s)-3-fluoro-1-((R)-2-(1-fluorocyclopropane-1-amido)-3-methyl-3-(tritylthio)butanoyl)-4-hydroxy-N-(4-(4-methylthiazol-5-yl)benzyl)pyrrolidine-2-carboxamide